(S)-N-cyclopropyl-5-[5-(3,5-dichloro-4-fluorophenyl)-4,5-dihydro-5-(trifluoromethyl)-3-isoxazolyl]-2-oxo-2H-1-benzopyran-8-carboxamide C1(CC1)NC(=O)C1=CC=C(C=2C=CC(OC21)=O)C2=NO[C@](C2)(C(F)(F)F)C2=CC(=C(C(=C2)Cl)F)Cl